BrC1=CC=CC(N1C)=O 6-bromo-1-methyl-1,2-dihydropyridin-2-one